C(CC)C1=NN2C(N=CC=C2C(=O)N[C@@H]2C[C@@H](C2)OC(F)(F)F)=C1C(=O)N 2-Propyl-N7-[cis-3-(trifluoromethoxy)cyclobutyl]pyrazolo[1,5-a]pyrimidine-3,7-dicarboxamide